C[C@@H]1[C@H](CCC(N1)=O)[N+](=O)[O-] (5S,6R)-6-methyl-5-nitropiperidin-2-one